N1C=C(C2=CC=CC=C12)NC(NC=1C=NC(=C(C1)C)C1CCN(CC1)CC(F)(F)F)=O 3-(1H-indol-3-yl)-1-[5-methyl-6-[1-(2,2,2-trifluoroethyl)piperidin-4-yl]pyridin-3-yl]urea